1-(4-aminobutyl)-7-benzyl-2-(ethoxymethyl)-1H-imidazo[4,5-c]quinolin-4-amine NCCCCN1C(=NC=2C(=NC=3C=C(C=CC3C21)CC2=CC=CC=C2)N)COCC